C(CCCCCCCC=CCC=CCCC)(=O)O hexadec-9,12-dienoic acid